1,4-bis-(p-hydroxybenzoyl)benzene OC1=CC=C(C(=O)C2=CC=C(C=C2)C(C2=CC=C(C=C2)O)=O)C=C1